NICOTINOHYDRAZIDE C(C1=CN=CC=C1)(=O)NN